1-N'-(4-fluorophenyl)-1-N-[4-[7-(6-prop-2-yloxypyridin-3-yl)quinolin-4-yl]oxyphenyl]cyclopropane-1,1-dicarboxamide hydrochloride Cl.FC1=CC=C(C=C1)NC(=O)C1(CC1)C(=O)NC1=CC=C(C=C1)OC1=CC=NC2=CC(=CC=C12)C=1C=NC(=CC1)OC(C)C